C(C1=CC=CC=C1)C1CC(=NO1)CNC(=O)C=1N=C(SC1)C 5-benzyl-3-((2-methylthiazole-4-carboxamido)methyl)-4,5-dihydroisoxazole